(difluoro((2-formylphenyl)sulfonyl)methyl)-N-(pyridazin-4-yl)piperidine-1-carboxamide FC(S(=O)(=O)C1=C(C=CC=C1)C=O)(F)C1N(CCCC1)C(=O)NC1=CN=NC=C1